CNC(C(C(C(CO)O)O)O)CO 5-(methylamino)hexane-1,2,3,4,6-pentol